14-(4-(2-((tert-butyldimethylsilyl)oxy)ethyl)piperazin-1-yl)-3-(2-((2-hexyldecanoyl)oxy)ethyl)-4-oxo-5,12-dioxa-8,9-dithia-3-azatetradecyl 2-hexyldecanoate C(CCCCC)C(C(=O)OCCN(C(OCCSSCCOCCN1CCN(CC1)CCO[Si](C)(C)C(C)(C)C)=O)CCOC(C(CCCCCCCC)CCCCCC)=O)CCCCCCCC